(1S,2R,4aS,6aS,6bR,8aR,14aR,14bR,16bS)-1,2,3,4,4a,5,6,6a,6b,7,8,8a,9,14,14a,14b,15,16b-octadecahydro-1,2,6a,6b,9,9,14a-heptamethylchryseno[1,2-g]quinoline-4a,12-dicarboxylic acid C[C@H]1[C@@H](CC[C@@]2(CC[C@]3([C@@]4(CC[C@@H]5[C@](CC=6C=C(C=NC6C5(C)C)C(=O)O)([C@H]4CC=C3[C@H]12)C)C)C)C(=O)O)C